N-(((2S,5R)-6-(phenylmethyloxy)-7-oxo-1,6-diazabicyclo[3.2.1]oct-2-yl)(imino)methyl)propionamide ethyl-4-(cyclopentylamino)-2-methylsulfanyl-pyrimidine-5-carboxylate C(C)OC(=O)C=1C(=NC(=NC1)SC)NC1CCCC1.C1(=CC=CC=C1)CON1[C@@H]2CC[C@H](N(C1=O)C2)C(NC(CC)=O)=N